2-((1S,2S)-2-aminocycloheptyl)-5-chloro-3-ethyl-N-(thiophen-2-ylmethyl)thieno[3,2-b]pyridin-7-amine N[C@@H]1[C@H](CCCCC1)C1=C(C2=NC(=CC(=C2S1)NCC=1SC=CC1)Cl)CC